(3S,4aS,8aS)-2-[(R)-3-(4-fluorobenzylamino)-2-hydroxypropyl]decahydroisoquinoline-3-carboxylic acid FC1=CC=C(CNC[C@H](CN2C[C@H]3CCCC[C@H]3C[C@H]2C(=O)O)O)C=C1